FC1=C(C(=O)O)C(=CC(=C1)C1OCC(CO1)C)F 2,6-difluoro-4-(5-methyl-1,3-dioxan-2-yl)benzoic acid